C(CCCCCCCCCCCCCCCCC)N.P(=O)(OC(C)C)(OCCCCCC(C)C)O isopropyl isooctyl phosphate octadecyl-amine salt